C(C1=CC=CC=C1)OC(=O)N[C@H](C(=O)OC)COC(C(F)(F)F)(C)C methyl (2S)-2-(benzyloxycarbonylamino)-3-(2,2,2-trifluoro-1,1-dimethyl-ethoxy)propanoate